tosyl-L-Lysine S(=O)(=O)(C1=CC=C(C)C=C1)N[C@@H](CCCCN)C(=O)O